C1(CC1)OCCN(CCC(C(=O)O)NC(CC1(CC1)C)=O)CCCCC1=NC=2NCCCC2C=C1 4-[2-(cyclopropoxy)ethyl-[4-(5,6,7,8-tetrahydro-1,8-naphthyridin-2-yl)butyl]amino]-2-[[2-(1-methylcyclopropyl)acetyl]amino]butanoic acid